cyclononanone oxime C1(CCCCCCCC1)=NO